CC(C)N1CCN(CC1)C=1C=C2C3=NNC4=CC=C(OCCCNC(OCC(C1)=C2)=O)C=C34 4-[4-(propan-2-yl)piperazin-1-yl]-8,14-dioxa-10,19,20-triazatetracyclo[13.5.2.12,6.018,21]tricosa-1(20),2,4,6(23),15,17,21-heptaen-9-one